[C@H]12CN(C[C@H](CC1)N2)C2=NC(=NC1=CC(=CC=C21)C2=CC(=CC1=CC=CC=C21)O)OC[C@H]2CN(CC2)C 4-(4-((1R,5S)-3,8-diazabicyclo[3.2.1]octan-3-yl)-2-(((R)-1-methylpyrrolidin-3-yl)methoxy)quinazolin-7-yl)naphthalen-2-ol